C1(CC1)C1=NC=NC=C1C1=C(C=CC(=C1)F)O (4-cyclopropylpyrimidin-5-yl)-4-fluorophenol